4-(5-((3,4-difluorobenzyl)carbamoyl)thiophen-2-yl)-2-isobutyl-5-(5-methyl-1,3,4-oxadiazol-2-yl)-6-(2-(1-methyl-1H-pyrazol-4-yl)ethyl)nicotinamide FC=1C=C(CNC(=O)C2=CC=C(S2)C2=C(C(=NC(=C2C(=O)N)CC(C)C)CCC=2C=NN(C2)C)C=2OC(=NN2)C)C=CC1F